N=1C=NN2C1C=C(C=C2)OC2=CC(=C(C=C2C)NC2=NC=NC1=CC(=C(C=C21)NC(C(=CC2N(CCC2)C)F)=O)N2CC(C2)(F)F)OC N-(4-((4-([1,2,4]triazolo[1,5-a]pyridin-7-yloxy)-2-methoxy-5-methylphenyl)amino)-7-(3,3-difluoroazetidin-1-yl)quinazolin-6-yl)-2-fluoro-3-(1-methylpyrrolidin-2-yl)acrylamide